FC1=C(C(=O)O[C@H]2[C@@H](OC3=CC(=CC(=C3C2)O)O)C2=CC(=C(C(=C2)O)OC(NCC)=O)O)C=C(C(=C1O)O)O (2S,3R)-2-(4-((ethylcarbamoyl)oxy)-3,5-dihydroxyphenyl)-5,7-dihydroxychroman-3-yl 2-fluoro-3,4,5-trihydroxybenzoate